4-hydroxy-1-(bromomethyl)-7-phenoxyisoquinoline-3-carboxylic acid methyl ester COC(=O)C=1N=C(C2=CC(=CC=C2C1O)OC1=CC=CC=C1)CBr